N-(3-aminopropyl)-N,N'-bis-(palmityloxyethyl)-piperazinium bromide [Br-].NCCC[N+]1(CCN(CC1)CCOCCCCCCCCCCCCCCCC)CCOCCCCCCCCCCCCCCCC